C(=O)(OCC1C2=CC=CC=C2C2=CC=CC=C12)OP(=O)([O-])[O-] Fmoc-phosphate